acryloylaminopentyl-carboxylic acid C(C=C)(=O)NCCCCCC(=O)O